1-methyl-1H-1,3-benzodiazole-6-carboxylic acid CN1C=NC2=C1C=C(C=C2)C(=O)O